6-chloro-2-((3-(1-methylpyrrolidin-2-yl)propyl)thio)-1,4-dihydroquinazoline ClC=1C=C2CN=C(NC2=CC1)SCCCC1N(CCC1)C